7-phenyl-[1,2,4]triazolo[4,3-c]pyrimidin-3(2H)-one C1(=CC=CC=C1)C1=CC=2N(C=N1)C(NN2)=O